BrC=1N=C2N(C=CC(=C2)C2=C(C(=CC(=C2Cl)Cl)F)O)C1 2-(2-bromoimidazo[1,2-a]pyridin-7-yl)-3,4-dichloro-6-fluorophenol